N-(3-((5-(difluoromethyl)-2-((2-ethyl-4-(4-methylpiperazin-1-yl)phenyl)amino)pyrimidin-4-yl)amino)propyl)cyclobutanecarboxamide FC(C=1C(=NC(=NC1)NC1=C(C=C(C=C1)N1CCN(CC1)C)CC)NCCCNC(=O)C1CCC1)F